N1(CCCC1)C1=CC(=NC=C1)C(=O)N 4-(pyrrolidin-1-yl)pyridine-2-carboxamide